O=C1C(NC(NC1)=O)=O trioxohexahydropyrimidine